acryloyloxybutyl phosphonoacetate P(=O)(O)(O)CC(=O)OCCCCOC(C=C)=O